[N+](=O)([O-])C1=CC=C(N)C=C1 4-nitroaniline